Eicosanoyl-CoA C(CCCCCCCCCCCCCCCCCCC)(=O)SCCNC(CCNC([C@@H](C(COP(OP(OC[C@@H]1[C@H]([C@H]([C@@H](O1)N1C=NC=2C(N)=NC=NC12)O)OP(=O)(O)O)(=O)O)(=O)O)(C)C)O)=O)=O